2-bromo-5-fluoro-6-{2-oxo-7-azaspiro[3.5]nonan-7-yl}pyridine-3-carboxylic acid BrC1=NC(=C(C=C1C(=O)O)F)N1CCC2(CC(C2)=O)CC1